2,2',2'',2'''-(1,4,7,10-tetraazacyclotridecane-1,4,7,10-tetrayl)tetraacetic acid N1(CCN(CCN(CCN(CCC1)CC(=O)O)CC(=O)O)CC(=O)O)CC(=O)O